COCOC1=C(C=CC=C1)C=1N=NC2=CC=C(C=C2C1)N1N=NC(=C1)C(C(=O)OC)C(C)C methyl 2-(1-{3-[2-(methoxymethoxy) phenyl] cinnolin-6-yl}-1,2,3-triazol-4-yl)-3-methylbutanoate